(S)-2-(3-fluorobicyclo[1.1.1]pentan-1-yl)-5-(o-tolyl)-2,5,6,7-tetrahydro-3H-pyrrolo[2,1-c][1,2,4]triazol-3-one FC12CC(C1)(C2)N2N=C1N(C2=O)[C@@H](CC1)C1=C(C=CC=C1)C